Cl.NCC=1C=NN(C1)CC1=CC(=NC=C1)C#N 4-((4-(aminomethyl)-1H-pyrazol-1-yl)methyl)2-cyanopyridine hydrochloride